N-((2-isopropyl-2,4,5,6-tetrahydrocyclopenta[c]pyrazol-3-yl)carbamoyl)-6,6-dimethyl-6,7-dihydro-5H-pyrazolo[5,1-b][1,3]oxazine-3-sulfonamide C(C)(C)N1N=C2C(=C1NC(=O)NS(=O)(=O)C=1C=NN3C1OCC(C3)(C)C)CCC2